OC1=CC=C(C=C1)C(CCCC(=O)O)(C)C1=CC=C(C=C1)O 5,5-bis(4-hydroxyphenyl)hexanoic acid